1-[3-(pyridin-4-yl)-2-[4-(trifluoromethyl)anilino]-6,7-dihydropyrazolo[1,5-a]pyrazin-5(4H)-yl]prop-2-en-1-one N1=CC=C(C=C1)C=1C(=NN2C1CN(CC2)C(C=C)=O)NC2=CC=C(C=C2)C(F)(F)F